C(N)(=N)C=1C=C(SC1)[C@H](C(F)(F)F)NC(=O)[C@H]1N(CC2(OCCO2)C1)C(CNC(=O)C=1C=CC=2C(C3=CC=CC=C3C2C1)(F)F)=O |o1:8| (S)-N-((S*)-1-(4-carbamimidoylthiophen-2-yl)-2,2,2-trifluoroethyl)-7-((9,9-difluoro-9H-fluorene-3-carbonyl)glycyl)-1,4-dioxa-7-azaspiro[4.4]nonane-8-carboxamide